N-(3-((6-amino-5-(1-(4-fluorobenzyl)-1H-pyrazol-4-yl)pyrimidin-4-yl)oxy)phenyl)acrylamide NC1=C(C(=NC=N1)OC=1C=C(C=CC1)NC(C=C)=O)C=1C=NN(C1)CC1=CC=C(C=C1)F